BrC1=NC(=CC2=C1OCC(O2)C2CC2)SC 5-bromo-2-cyclopropyl-7-(methylthio)-2,3-dihydro-[1,4]dioxino[2,3-c]pyridine